tert-butyl 3-{3-[(4,6-difluoro-1,3-benzothiazol-2-yl)carbamoyl]piperidin-1-yl}azetidine-1-carboxylate FC1=CC(=CC2=C1N=C(S2)NC(=O)C2CN(CCC2)C2CN(C2)C(=O)OC(C)(C)C)F